N-(4-(2-(benzylamino)-2-oxoethyl)phenyl)-6-chloropicolinamide C(C1=CC=CC=C1)NC(CC1=CC=C(C=C1)NC(C1=NC(=CC=C1)Cl)=O)=O